N-((3R,5S)-5-((1H-pyrazol-1-yl)methyl)-1-cyanopyrrolidin-3-yl)-5-(3-(trifluoromethoxy)phenyl)oxazole-2-carboxamide N1(N=CC=C1)C[C@@H]1C[C@H](CN1C#N)NC(=O)C=1OC(=CN1)C1=CC(=CC=C1)OC(F)(F)F